2,5-dimethyl-phenyl ether CC1=C(C=C(C=C1)C)OC1=C(C=CC(=C1)C)C